NC1=CC(=C(C=C1N)S(=O)(=O)N(C)C)C 4,5-diamino-N,N,2-trimethyl-benzenesulfonamide